BrC=1C=C(C(C(=O)[O-])=CC1)C(=O)[O-] 4-Bromophthalate